(3-chloropyridine-2-yl)-5-hydroxypyrazole ClC=1C(=NC=CC1)C1=NNC(=C1)O